(5-bromo-4-methylpyridin-3-yl)-7-chlorobenzo[d]Azole-5-carbaldehyde BrC=1C(=C(C=NC1)C1=NC=2C(=C1)CC(=CC2Cl)C=O)C